(1S*,2S*)-2-((3-((1-(4-chlorophenyl)-2-(5-methoxy-6-(trifluoromethyl)indolin-1-yl)-2-oxoethyl)amino)-5-methoxyphenoxy)methyl)-cyclopropanecarboxylic acid ClC1=CC=C(C=C1)C(C(=O)N1CCC2=CC(=C(C=C12)C(F)(F)F)OC)NC=1C=C(OC[C@@H]2[C@H](C2)C(=O)O)C=C(C1)OC |o1:31,32|